N[C@@H]1CN(C[C@@H]([C@H]1O)C)C1=C2C(=NC=C1C=1C(=NC(=C(C1)F)C1=C(C=CC=C1F)F)C(=O)N)C(CC2)O {4-[(3R,4R,5S)-3-amino-4-hydroxy-5-methylpiperidin-1-yl]-7-hydroxy-6,7-dihydro-5H-cyclopenta[b]pyridin-3-yl}-6-(2,6-difluorophenyl)-5-fluoropyridine-2-carboxamide